O=C1NC(CCC1N1C(C2=CC=C(C=C2C1)N1CCN(CC1)CCCN1CCCCC1)=O)=O 1-(3-(4-(2-(2,6-dioxopiperidin-3-yl)-1-oxoisoindolin-5-yl)piperazin-1-yl)propyl)piperidin